C(#N)CSC(=S)N(C1=CC=CC=C1)C methyl-(phenyl)aminodithioformic acid cyanomethyl ester